SC=1OC2=C(N1)C=CC=C2 2-mercapto-benzoxazole